ethyl (1S,3S,5S)-5-methyl-2-(2-(1-oxo-5-phenoxyisoindolin-2-yl)acetyl)-2-azabicyclo[3.1.0]hexane-3-carboxylate C[C@@]12C[C@H](N([C@H]2C1)C(CN1C(C2=CC=C(C=C2C1)OC1=CC=CC=C1)=O)=O)C(=O)OCC